CN1N=NC2=C1C=CC(=C2C)C(C(C(=O)O)(C)C)C2=CC(=CC=C2)CN2C[C@H](OC1=CC=3C=CC=NC3C=C1C2)CC 3-(1,4-dimethyl-1H-benzo[d][1,2,3]triazol-5-yl)-3-(3-(((R)-2-ethyl-2,3-dihydro-[1,4]oxazepino[7,6-g]quinolin-4(5H)-yl)methyl)phenyl)-2,2-dimethylpropanoic acid